C(C1=CC=CC=C1)OC1=CC(=NC(=C1Br)C1=CC(=C(C=C1)C#N)F)N1CCC(CC1)NC(OC(C)(C)C)=O Tert-butyl (1-(4-(benzyloxy)-5-bromo-6-(4-cyano-3-fluorophenyl)pyridin-2-yl)piperidin-4-yl)carbamate